FC=1C=C(C=C(C1)F)C1CC=NN1C(=O)C12CC(C1)(C2)COC=2N=NC=C(C2)OC (5-(3,5-difluorophenyl)-4,5-dihydro-1H-pyrazol-1-yl)(3-(((5-methoxypyridazin-3-yl)-oxy)methyl)bicyclo[1.1.1]-pentan-1-yl)methanone